[(2S,6R)-2-(hydroxymethyl)-6-[2-(2-methylpropanoylamino)-6-oxo-1H-purin-9-yl]-1,4-dioxan-2-yl]methyl benzoate C(C1=CC=CC=C1)(=O)OC[C@]1(O[C@H](COC1)N1C=2N=C(NC(C2N=C1)=O)NC(C(C)C)=O)CO